4-bromocrotonoic acid BrC/C=C/C(=O)O